4-({5-[(3S,4S)-4-amino-3-methyl-2-oxa-8-azaspiro[4.5]decan-8-yl]-6-(hydroxymethyl)pyrazin-2-yl}thio)-3-chloropyridine-2-carbonitrile N[C@@H]1[C@@H](OCC12CCN(CC2)C=2N=CC(=NC2CO)SC2=C(C(=NC=C2)C#N)Cl)C